(1R,2S,5S)-N-[(4-bromopyrazolo[1,5-a]pyridin-3-yl)-cyano-methyl]-3-[(2S,3R)-3-methoxy-2-[(2,2,2-trifluoroacetyl)amino]butanoyl]-6,6-dimethyl-3-azabicyclo[3.1.0]hexane-2-carboxamide BrC=1C=2N(C=CC1)N=CC2C(NC(=O)[C@@H]2[C@H]1C([C@H]1CN2C([C@H]([C@@H](C)OC)NC(C(F)(F)F)=O)=O)(C)C)C#N